CN(C=1C2=C(N=CN1)N(C=C2)COCC[Si](C)(C)C)C2CCC1(CNC1)CC2 N-methyl-N-(2-azaspiro[3.5]nonan-7-yl)-7-((2-(trimethylsilyl)ethoxy)methyl)-7H-Pyrrolo[2,3-d]pyrimidin-4-amine